COC=1C=C(C=CC1)[C@H](C1CCN(CC1)C(=O)N1C[C@@H]2[C@@H](OCC(N2)=O)CC1)C1=CC=CC=C1 |o1:8| (4aR,8aS)-6-(4-((R or S)-(3-Methoxyphenyl)(phenyl)methyl)piperidine-1-carbonyl)hexahydro-2H-pyrido[4,3-b][1,4]oxazin-3(4H)-one